1-(tert-butyl)-N-(4-(7-(1-methyl-1H-pyrazol-4-yl)[1,2,4]triazolo[4,3-a]pyridin-5-yl)phenyl)methylamine dihydrochloride Cl.Cl.C(C)(C)(C)CNC1=CC=C(C=C1)C1=CC(=CC=2N1C=NN2)C=2C=NN(C2)C